2-(2,2,3,3,5,5,6,6-octafluoro-4-((methacryloyloxy)methyl)cyclohexyl)ethyl 2-methylacrylate CC(C(=O)OCCC1C(C(C(C(C1(F)F)(F)F)COC(C(=C)C)=O)(F)F)(F)F)=C